diethyl 3,5-dimethyl-1-phenyl-1H-pyrrole-2,4-dicarboxylate CC1=C(N(C(=C1C(=O)OCC)C)C1=CC=CC=C1)C(=O)OCC